4-(4-methyl-4H-1,2,4-triazol-3-yl)piperidine CN1C(=NN=C1)C1CCNCC1